N=1C(CC=C2N=CC=CC12)=O [1,5]naphthyridin-2(3H)-one